C1CCC12CCC2 spiro[3.3]-heptane